1,1'-(2',7'-di-tert-butyl-9,9'-spirobi[9H-fluorene]-2,7-diyl)bis(1,3,4,6,7,8-hexahydro-2H-pyrimido[1,2-a]pyrimidine) C(C)(C)(C)C1=CC2=C(C=C1)C1=CC=C(C=C1C21C2=CC(=CC=C2C=2C=CC(=CC12)N1C=2N(CCC1)CCCN2)N2C=1N(CCC2)CCCN1)C(C)(C)C